7-((2-hydroxyethyl)amino)heptyl-4-pentylcyclohexane OCCNCCCCCCCC1CCC(CC1)CCCCC